Cis-oleoyl-sn-glycero-3-phosphoethanolamine C(CCCCCCC\C=C/CCCCCCCC)(=O)C(OP(OC[C@@H](CO)O)(=O)O)CN